3-(5-((2-(((1H-indol-5-yl)methyl)amino)cyclopentyl)oxy)-1-oxoisoindolin-2-yl)piperidine-2,6-dione N1C=CC2=CC(=CC=C12)CNC1C(CCC1)OC=1C=C2CN(C(C2=CC1)=O)C1C(NC(CC1)=O)=O